C(C1=CC=CC=C1)(=O)O[C@@H](C(=O)O)[C@H](C(=O)O)OC(C1=CC=CC=C1)=O (2R,3R)-2,3-bis(benzoyloxy)succinic acid